FC(CN1C(=NC=2C1=NC(=CN2)C2=CNC=1N=C(N=CC12)NC1CC2(C1)CCN(CC2)C(C)=O)C)F 1-(2-((5-(1-(2,2-difluoroethyl)-2-methyl-1H-imidazo[4,5-b]pyrazin-6-yl)-7H-pyrrolo[2,3-d]pyrimidin-2-yl)amino)-7-azaspiro[3.5]nonan-7-yl)ethan-1-one